7-chloroimidazo[1,2-b]Pyridazine ClC1=CC=2N(N=C1)C=CN2